The molecule is a dicarboxylic acid dianion resulting from deprotonation of both carboxy groups of 3-isopropylmalic acid. It derives from a succinate(2-). It is a conjugate base of a 3-isopropylmalic acid. CC(C)C(C(C(=O)[O-])O)C(=O)[O-]